C(C1=CC=CC=C1)OC(=O)NCCCC[C@@H](C(=O)NCCCCCC(=O)OCC1=CC=CC=C1)NC(=O)OC(C)(C)C Benzyl (S)-6-(6-{[(benzyloxy)carbonyl]amino}-2-[(tert-butoxycarbonyl)amino]hexanamido)hexanoate